CC=1C=CC(=C(C1)O)C=1C=2N(C(=NN1)NC1CNCCC1)N=CC2 5-methyl-2-(7-(piperidin-3-ylamino)pyrazolo[1,5-d][1,2,4]triazin-4-yl)phenol